(E)-2-(3-hydroxy-4-methoxyphenyl)-3-(3,4,5-trimethoxyphenyl)acrylic acid OC=1C=C(C=CC1OC)/C(/C(=O)O)=C\C1=CC(=C(C(=C1)OC)OC)OC